2-((S)-4-((1S,8'R)-4-chloro-8'-fluoro-2'-(((S)-pyrrolidin-2-yl)methoxy)-2,3,5',8'-tetrahydro-6'H-spiro[inden-1,7'-quinazolin]-4'-yl)-1-(2-fluoroacryloyl)piperazin-2-yl)acetonitrile ClC1=C2CC[C@@]3(CCC=4C(=NC(=NC4[C@@H]3F)OC[C@H]3NCCC3)N3C[C@@H](N(CC3)C(C(=C)F)=O)CC#N)C2=CC=C1